pyrrolidin-3-ylvaleramide N1CC(CC1)C(C(=O)N)CCC